1-Ethyl-4-{4-[(3-methoxybenzyl)sulfonyl]-2-nitrophenyl}piperazine C(C)N1CCN(CC1)C1=C(C=C(C=C1)S(=O)(=O)CC1=CC(=CC=C1)OC)[N+](=O)[O-]